COC(=O)C1CCCC2=CC=CC=C12 1,2,3,4-Tetrahydronaphthalene-1-carboxylic acid methyl ester